C(C)OC(=O)C1=C(N(C=C1)C1=CN=C2C3=C(C=CC=C13)N(C2=C=O)CC2=CC=C(C=C2)OC)C(F)(F)F (1-(4-methoxybenzyl)-2-carbonyl-1,2-dihydropyrrolo[2,3,4-ij]isoquinolin-5-yl)-2-trifluoromethyl-1H-pyrrole-3-carboxylic acid ethyl ester